BrC=1C=C(C=CC1OC1CC(C1)OCC1CCNCC1)C(C)(C)O 2-[3-bromo-4-[3-(4-piperidylmethoxy)cyclobutoxy]phenyl]propan-2-ol